1-(1,2-difluoro-9a,10-dihydro-9H-indeno[1,2-a]inden-4b-yl)-5-hydroxy-3-methyl-2,3-dihydro-1H-pyrido[2,1-f][1,2,4]triazine-4,6-dione FC1=C2CC3C(C2=CC=C1F)(C=1C=CC=CC1C3)N3N1C(C(N(C3)C)=O)=C(C(C=C1)=O)O